5-acrylamidopyridine C(C=C)(=O)NC=1C=CC=NC1